N-[(3R)-1-[(5-methyl-1H-indazol-7-yl)sulfonyl]pyrrolidin-3-yl]morpholine-4-carboxamide CC=1C=C2C=NNC2=C(C1)S(=O)(=O)N1C[C@@H](CC1)NC(=O)N1CCOCC1